C1=CC(=C(C=C1/C=C\\C(=O)O)O)[O-] The molecule is the conjugate base of cis-caffeic acid; major species at pH 7.3. It is a conjugate base of a cis-caffeic acid.